5-[(3S)-2-[1-[6-(4-Cyclopropyl-2-methyl-imidazol-1-yl)pyrimidin-4-yl]piperidine-4-carbonyl]isoxazolidin-3-yl]-3-fluoro-2-methyl-benzonitrile C1(CC1)C=1N=C(N(C1)C1=CC(=NC=N1)N1CCC(CC1)C(=O)N1OCC[C@H]1C=1C=C(C(=C(C#N)C1)C)F)C